C(CN(C)CCO)N(C)CCO 2'-(ethane-1,2-diylbis(methylazanediyl))bis(1-ethanol)